4-amino-3-chloro-6-(4-chlorophenyl)-5-fluoropyridin-2-carboxylic acid NC1=C(C(=NC(=C1F)C1=CC=C(C=C1)Cl)C(=O)O)Cl